O[C@H]1C[C@@H]2COC=3C(C(N2C1)=O)=C1OCCCC1=C(C3)C (8aR,10S)-10-hydroxy-5-methyl-3,4,8a,9,10,11-hexahydro-2H,8H,13H-chromeno[8,7-f]pyrrolo[2,1-c][1,4]oxazepine-13-one